COC1=CC=C(C=C1)C(OC[C@@H]1[C@H](C[C@H](O1)N1C(NC=CC1=O)=O)O)(C1=CC=CC=C1)C1=CC=C(C=C1)OC 3-((2S,4S,5R)-5-((bis(4-methoxyphenyl)(phenyl)methoxy)methyl)-4-hydroxytetrahydrofuran-2-yl)pyrimidine-2,4(1H,3H)-dione